2,4-dimethyl-1-hexanol CC(CO)CC(CC)C